4-carboxy-tert-butoxy-5-trifluoromethyl-cyclohexane-1,3-dione C(=O)(O)C1C(C(C(CC1C(F)(F)F)=O)OC(C)(C)C)=O